C(#C)[C@](N)(CCCN)C(=O)O α-ethynyl-ornithine